5-(5-((4'-chloro-5,5-dimethyl-3,4,5,6-tetrahydro-[1,1'-biphenyl]-2-yl)methyl)-2,5-diazabicyclo[2.2.2]octan-2-yl)-2-(2,6-dioxopiperidin-3-yl)isoindoline-1,3-dione ClC1=CC=C(C=C1)C1=C(CCC(C1)(C)C)CN1C2CN(C(C1)CC2)C=2C=C1C(N(C(C1=CC2)=O)C2C(NC(CC2)=O)=O)=O